C(C1=CC=CC=C1)OC1CN(C1)[C@H]1[C@H](CCCC1)OC=1C=C2CN(C(C2=CC1)=O)C1C(NC(CC1)=O)=O 3-(5-(((1S,2R)-2-(3-(benzyloxy)azetidin-1-yl)cyclohexyl)oxy)-1-oxoisoindolin-2-yl)piperidine-2,6-dione